6-methyl-N-[4-(methylsulfonyl)benzyl]-2-oxo-1-[3-(trifluoromethyl)phenyl]-1,2-dihydropyridine-3-carboxamide CC1=CC=C(C(N1C1=CC(=CC=C1)C(F)(F)F)=O)C(=O)NCC1=CC=C(C=C1)S(=O)(=O)C